4-amino-5-bromo-8,9-dihydropyrazino[1',2':1,5]pyrrolo[2,3-d]pyrimidine-7(6H)-carboxylic acid tert-butyl ester C(C)(C)(C)OC(=O)N1CC2=C(C3=C(N=CN=C3N)N2CC1)Br